Tert-butyl-(4S)-2,2-dimethyl-4-[2-(triisopropylsilyl)ethynyl]-1,3-oxazolidine C(C)(C)(C)N1C(OC[C@@H]1C#C[Si](C(C)C)(C(C)C)C(C)C)(C)C